ethyl-N-(4-(4-aminobutyl)cyclohexyl)-4-(tert-butyl)aniline C(C)N(C1=CC=C(C=C1)C(C)(C)C)C1CCC(CC1)CCCCN